NC(C(O)C1=CC(=CC=C1)OCC1=CC=CC=C1)C 2-amino-1-(3-(benzyloxy)phenyl)propanol